C(C(C)C)N1C(C2(CC1=O)N1N(C=3C=CC=CC32)CC(C1=O)(C)C)=O 1'-Isobutyl-2,2-dimethyl-2,3-dihydro-1H-spiro[pyrazolo[1,2-a]indazole-9,3'-pyrrolidine]-1,2',5'-trione